C(CCCC)(=O)OC[C@]1(O[C@H](C[C@@H]1O)N1C2=NC(=NC(=C2N=C1)NC(CCC)=O)F)C#C [(2R,3S,5R)-5-(6-butanamido-2-fluoro-9H-purin-9-yl)-2-ethynyl-3-hydroxyoxolan-2-yl]methyl pentanoate